CC=1C=C2COCCCN3N=NC4=C3C=CC(C(C=3C=CC=5CCN(C(C1C(=C2)C)=O)CC5C3)CC(=O)O)=C4C [18,30,32-trimethyl-20-oxo-14-oxa-8,9,10,21-tetrazahexacyclo[19.5.3.216,19.13,7.06,10.024,28]dotriaconta-1(27),3(32),4,6,8,16,18,24(28),25,30-decaen-2-yl]acetic acid